FC1CC=2SC=C(C2C12CNC2)C#N 5-fluoro-spiro[5,6-dihydro-cyclopenta[b]thiophene-4,3'-azetidine]-3-carbonitrile